BrC=1C=CC=C2C(=C(N(C12)CCN1CCOCC1)C(=O)OCC)CCCOC1=CC=CC2=CC=CC=C12 ethyl 7-bromo-1-(2-morpholinoethyl)-3-(3-(naphthalen-1-yloxy)propyl)-1H-indole-2-carboxylate